2-(4-bromo-phenyl)-2-methyl-propionic acid ethyl ester C(C)OC(C(C)(C)C1=CC=C(C=C1)Br)=O